C[C@@H]1CC[C@H](N(C1)C(C(=O)NC=1C=C(C=NC1)C(=O)N)=O)C1=CC=C(C=C1)S(N)(=O)=O |r| rac-5-[[2-[(2S,5R)-5-methyl-2-(4-sulfamoylphenyl)-1-piperidyl]-2-oxo-acetyl]amino]pyridine-3-carboxamide